(exo)-N-(8-(bis(2,4-dimethoxybenzyl)amino)-6-(4-methylpyridin-3-yl)-2,7-Naphthyridin-3-yl)-2-cyanobicyclo[3.1.0]Hexane-6-carboxamide COC1=C(CN(C=2N=C(C=C3C=C(N=CC23)NC(=O)C2C3CCC(C23)C#N)C=2C=NC=CC2C)CC2=C(C=C(C=C2)OC)OC)C=CC(=C1)OC